2-(4-chloro-3-cyanophenoxy)-N-[(3s,6r)-6-{5-[2-(trifluoromethoxy)ethoxy]-1,3,4-oxadiazol-2-yl}piperidin-3-yl]acetamide ClC1=C(C=C(OCC(=O)N[C@@H]2CN[C@H](CC2)C=2OC(=NN2)OCCOC(F)(F)F)C=C1)C#N